FC1=CN=C2N1N=C(C=C2N2CC1(CC1)C(C2)F)C=2C(NC(NC2)=O)=O 5-(3-fluoro-8-(7-fluoro-5-azaspiro[2.4]heptan-5-yl)imidazo[1,2-b]pyridazin-6-yl)pyrimidine-2,4(1H,3H)-dione